(R)-3-(methylamino)-2,3,4,9-tetrahydro-1H-carbazole-6-carboxamide CN[C@@H]1CCC=2NC3=CC=C(C=C3C2C1)C(=O)N